N[C@@H]1[C@@H](OCC12CCN(CC2)C=2C(=NC(=C(N2)C)SC2=C(C=1N(C=C2)C=CN1)Cl)CO)C (3-((3S,4S)-4-amino-3-methyl-2-oxa-8-azaspiro[4.5]decan-8-yl)-6-((8-chloroimidazo[1,2-a]pyridin-7-yl)thio)-5-methylpyrazin-2-yl)methanol